(±)-4-(2-(2-Bromophenyl)azepan-1-yl)-5,6-dimethylpyrimidin-2-amine BrC1=C(C=CC=C1)[C@@H]1N(CCCCC1)C1=NC(=NC(=C1C)C)N |r|